FS(C1=CC2=C(N=C(O2)N)C=C1)(F)(F)(F)F 6-(Pentafluorosulfanyl)benzo[d]oxazol-2-amine